C1(=CC=CC=C1)[C@@H](N)[C@H]1CNC2=CC=CN=C2C1 (1S)-1-phenyl-1-[(3R)-1,2,3,4-tetrahydro-1,5-naphthyridin-3-yl]methanamine